oleic acid N-methylamide CNC(CCCCCCC\C=C/CCCCCCCC)=O